C1(CC1)COC1=CC=C(C=C1)NC(=O)C1=CC(=NC=C1)C=1C=C(C(=NC1)C)C(=O)O 5-[4-[[4-(cyclopropylmethoxy)phenyl]carbamoyl]-2-pyridyl]-2-methyl-pyridine-3-carboxylic acid